C(C1=CC=CC=C1)OC(=O)N1[C@@H]2C[C@H]([C@@H]2[C@@]([C@H]1C(=O)OC)(C)CCCB(O)O)O (3-((1R,3S,4R,5R,6R)-2-((benzyloxy)carbonyl)-6-hydroxy-3-(methoxycarbonyl)-4-methyl-2-azabicyclo[3.2.0]heptan-4-yl)propyl)boronic acid